8-bromo-4-chloro-2,7-dimethyl-pyrazolo[1,5-a][1,3,5]triazine BrC=1C(=NN2C1N=C(N=C2Cl)C)C